1,4-bis(dimethylsilyl)benzene C[SiH](C1=CC=C(C=C1)[SiH](C)C)C